ClC1=CC2=C(N=C(S2)C(CCC(C2=CC=CC=C2)C2=C(C=CC(=C2)OC)S(=O)(=O)N)C)C=C1 (4-(6-Chlorobenzo[d]thiazol-2-yl)-1-phenylpentyl)-4-methoxybenzenesulfonamide